4-hydroxybutyl methacrylate ((4-hydroxybutyl) methacrylate) OCCCCC=C(C(=O)O)C.C(C(=C)C)(=O)OCCCCO